(R)-Dimethyl((6-(2-(methylamino)-1H-benzo[d]imidazol-1-yl)-4-(3-methylmorpholino)pyridin-2-yl)imino)-λ6-sulfanone CS(=O)(=NC1=NC(=CC(=C1)N1[C@@H](COCC1)C)N1C(=NC2=C1C=CC=C2)NC)C